C(CCCCCCCCCCC)(=O)O.C(CCCCCCCCCCC)(=O)O.C=CCC.C=CCC dibutene dilaurate